(S)-3-amino-N-(2-(2-ethyl-4-((3-(3-(trifluoromethyl)-1H-pyrazol-4-yl)imidazo[1,2-a]pyrazin-8-yl)amino)benzamido)ethyl)pyrrolidine-1-carboxamide N[C@@H]1CN(CC1)C(=O)NCCNC(C1=C(C=C(C=C1)NC=1C=2N(C=CN1)C(=CN2)C=2C(=NNC2)C(F)(F)F)CC)=O